N-cyclopentylaminomethyl-trimethoxysilane C1(CCCC1)NC[Si](OC)(OC)OC